C([C@]1(C)C(C)(C)C(C(=O)O)CC1)(=O)O (1S)-(+)-camphoric acid